3,5-difluoro-2-((3-fluorophenyl)amino)benzoic acid FC=1C(=C(C(=O)O)C=C(C1)F)NC1=CC(=CC=C1)F